(5-(4-Methoxy-6-methylpyridin-3-yl)-1-propionyl-4,5-dihydro-1H-pyrazol-3-yl)-4-methylthiophene COC1=C(C=NC(=C1)C)C1CC(=NN1C(CC)=O)C=1SC=C(C1)C